4-(3-((5-(difluoromethyl)-2-((2-ethyl-4-(5-methyl-2,5-diazabicyclo[2.2.1]heptan-2-yl)phenyl)amino)pyrimidin-4-yl)amino)propyl)-1,4-oxazepan-5-one FC(C=1C(=NC(=NC1)NC1=C(C=C(C=C1)N1C2CN(C(C1)C2)C)CC)NCCCN2CCOCCC2=O)F